4-(3-((2-(difluoromethoxy)-6-methylpyridin-3-yl)carbamoyl)-3-(2-isopropylphenyl)azetidin-1-yl)butanoic acid FC(OC1=NC(=CC=C1NC(=O)C1(CN(C1)CCCC(=O)O)C1=C(C=CC=C1)C(C)C)C)F